3-(2,3-difluorobenzyl)-7,8-dihydro-6H-[1,6]naphthyridin-5-one FC1=C(CC=2C=NC=3CCNC(C3C2)=O)C=CC=C1F